(S)-2-((((9H-fluorene-9-yl)methoxy)carbonyl)(methyl-d3)amino)-3-(naphthalene-2-yl)propionic acid C1=CC=CC=2C3=CC=CC=C3C(C12)COC(=O)N([C@H](C(=O)O)CC1=CC2=CC=CC=C2C=C1)C([2H])([2H])[2H]